1-(2,4-difluorobenzyl)-3-(3,5-dimethylisoxazol-4-yl)-4-oxo-4H-pyrido[1,2-a]pyrimidinium FC1=C(C[N+]2=C3N(C(C(=C2)C=2C(=NOC2C)C)=O)C=CC=C3)C=CC(=C1)F